C1(CCCCCC1)NC(CC1C(N(C2=C(S1)N=CC=C2)C)=O)=O N-cycloheptyl-2-(1-methyl-2-oxo-2,3-dihydro-1H-pyrido[2,3-b][1,4]thiazin-3-yl)acetamide